(S)-1-(2-(4-(difluoromethyl)-2-oxooxazolidin-3-yl)-5,6-dihydrobenzo[f]imidazo[1,2-d][1,4]oxazepin-9-yl)azetidine-3-carboxamide FC([C@H]1N(C(OC1)=O)C=1N=C2N(CCOC3=C2C=CC(=C3)N3CC(C3)C(=O)N)C1)F